BrC1=C(CN2C(C=CC3=C2N=C(N=C3)C=3C(=NC=NC3OC)C3CC3)=O)C=CC(=C1)C=1N(C=C(N1)C(F)(F)F)C(C)C 8-(2-bromo-4-(1-isopropyl-4-(trifluoromethyl)-1H-imidazol-2-yl)benzyl)-2-(4-cyclopropyl-6-methoxypyrimidin-5-yl)pyrido[2,3-d]pyrimidin-7(8H)-one